2-trimethylsilylethyl N-[2-[2-[2-[2-[2-[4-[(2-chloro-9-methyl-purin-6-yl)amino]-3-methoxy-pyrazol-1-yl]ethoxy]ethoxy] ethoxy]ethoxy]ethyl]carbamate ClC1=NC(=C2N=CN(C2=N1)C)NC=1C(=NN(C1)CCOCCOCCOCCOCCNC(OCC[Si](C)(C)C)=O)OC